Tert-butyl ((2-acetylimidazo[1,2-a]pyridin-6-yl)methyl)(cyclobutylmethyl)carbamate C(C)(=O)C=1N=C2N(C=C(C=C2)CN(C(OC(C)(C)C)=O)CC2CCC2)C1